ClC=1C=C(CN([C@@H](C(C)C)C(=O)O)C(=O)C=2C=CC3=C(B(OC3)O)C2C)C=CC1F.BrC1=CC(=CC=C1)C(=COC)C 1-bromo-3-(1-methoxyprop-1-en-2-yl)benzene 3-chloro-4-fluorobenzyl-(1-hydroxy-7-methyl-1,3-dihydrobenzo[c][1,2]oxaborole-6-carbonyl)-L-valinate